FC1(CN(CC[C@H]1NC1=NN2C(C(=N1)N)=C(C=C2)C2=CC=C1C(=N2)N(N=N1)CC(F)F)C1COC1)F (R)-N2-(3,3-Difluoro-1-(oxetan-3-yl)piperidin-4-yl)-5-(3-(2,2-difluoroethyl)-3H-[1,2,3]triazolo[4,5-b]pyridin-5-yl)pyrrolo[2,1-f][1,2,4]triazine-2,4-diamine